C1=CC=C(C=C1)N(S(=O)(=O)C(F)(F)F)S(=O)(=O)C(F)(F)F 1,1,1-trifluoro-N-phenyl-N-[(trifluoromethyl)sulfonyl]methanesulfonamide